ClC1=CC=C(C=C1)C1=C(C(=NN1C1=C(C=C(C=C1)Cl)Cl)C(NC(C(NCCOCCOCCOCCOCCNC(OC(C)(C)C)=O)=O)(CC)CC)=O)C tert-butyl (1-(5-(4-chlorophenyl)-1-(2,4-dichlorophenyl)-4-methyl-1H-pyrazol-3-yl)-3,3-diethyl-1,4-dioxo-8,11,14,17-tetraoxa-2,5-diazanonadecan-19-yl)carbamate